FC1=C(OC=2N=CC(=NC2)NC(=O)[C@H](C)N2CC(N(CC2)C(=O)C2=CC(=[N+](C=C2)[O-])CO)(C)C)C=CC(=C1)F 4-{4-[(1S)-1-{[5-(2,4-difluorophenoxy)pyrazin-2-yl]carbamoyl}ethyl]-2,2-dimethyl piperazine-1-carbonyl}-2-(hydroxymethyl)pyridin-1-ium-1-olate